5-[2-Methoxy-4-(trifluoromethoxy)phenoxy]-3-methyl-2-(trifluoromethyl)pyridin-4-amine COC1=C(OC=2C(=C(C(=NC2)C(F)(F)F)C)N)C=CC(=C1)OC(F)(F)F